The molecule is a member of the class of pyrazoles that is N-methylpyrazole substituted by a carboxy group substituents at position 5. It has a role as a metabolite. It is a member of pyrazoles and a monocarboxylic acid. It derives from a N-methylpyrazole. CN1C(=CC=N1)C(=O)O